2-[6-[[[1-(trifluoromethyl)cyclopropyl]amino]methyl]-2-azaspiro[3.3]heptane-2-carbonyl]-7-oxa-2,5-diazaspiro[3.4]octan-6-one FC(C1(CC1)NCC1CC2(CN(C2)C(=O)N2CC3(C2)NC(OC3)=O)C1)(F)F